COC=1C=CC(=NC1)CN1C(C2=CC=C(C=C2C=N1)S(=O)(=O)C=1C=NN(C1)C1OCCCC1)=O 2-((5-methoxypyridin-2-yl)methyl)-6-((1-(tetrahydro-2H-pyran-2-yl)-1H-pyrazol-4-yl)sulfonyl)phthalazin-1(2H)-one